COC=1C(=NC=C(C1)OCCN(C)OC)CO (3-methoxy-5-{2-[methoxy(methyl)amino]ethoxy}pyridin-2-yl)methanol